6-((4-((2-Ethyl-4-phenylthiazol-5-yl)oxy)pyridin-2-yl)amino)-N-(2-(4-ethylpiperazin-1-yl)ethyl)nicotinamide C(C)C=1SC(=C(N1)C1=CC=CC=C1)OC1=CC(=NC=C1)NC1=NC=C(C(=O)NCCN2CCN(CC2)CC)C=C1